C(C)(=O)C1=C(C=C2CC(N3C(C2=C1)=CC(C(=C3)C(=O)O)=O)C(C)C)C=3N=C(SC3)Cl 10-acetyl-9-(2-chlorothiazol-4-yl)-6-isopropyl-2-oxo-6,7-dihydro-2H-pyrido[2,1-a]isoquinoline-3-carboxylic acid